2,4-bis{N-[1-(2-hydroxy-2-methylpropoxy)-2,2,6,6-tetramethyl-piperidin-4-yl]-N-butylamino}-6-(2-hydroxyethylamino)-s-triazine OC(CON1C(CC(CC1(C)C)N(CCCC)C1=NC(=NC(=N1)N(C1CC(N(C(C1)(C)C)OCC(C)(O)C)(C)C)CCCC)NCCO)(C)C)(C)C